O1CCC(CC1)COC1=CC=C(C=C1)S(=O)(=O)Cl 4-((tetrahydro-2H-pyran-4-yl)methoxy)benzenesulfonyl chloride